tert-Butyl 4-((5-(trifluoromethyl)pyrimidin-2-yl)amino)piperidine-1-carboxylate FC(C=1C=NC(=NC1)NC1CCN(CC1)C(=O)OC(C)(C)C)(F)F